FC=1C=C(C=CC1)[C@@H](C)NC=1C2=C(N=C(N1)C)C=NC=C2 4-{[(1R)-1-(3-fluorophenyl)ethyl]amino}-2-methylpyrido[3,4-d]pyrimidin